p-n-butylbenzoyloxy phosphate bis(2-methylbenzoate) CC1=C(C(=O)O)C=CC=C1.CC1=C(C(=O)O)C=CC=C1.P(=O)(OOC(C1=CC=C(C=C1)CCCC)=O)(O)O